methyl 4-chloro-1-((2-phenyloxazol-5-yl) methyl)-1H-indazole-7-carboxylate ClC1=C2C=NN(C2=C(C=C1)C(=O)OC)CC1=CN=C(O1)C1=CC=CC=C1